Cl.N12CCN(CC1)CC2 1,4-diazabicyclo[2.2.2]octane hydrochloride